6-phenylquinolin-8-amine C1(=CC=CC=C1)C=1C=C2C=CC=NC2=C(C1)N